N-(4-Amino-1H-pyrazolo[4,3-c]pyridin-7-yl)-2-oxo-2-[rac-(2R,5S)-2-tert-butyl-5-methyl-1-piperidyl]acetamide NC1=NC=C(C2=C1C=NN2)NC(C(N2[C@H](CC[C@@H](C2)C)C(C)(C)C)=O)=O |r|